6-acetyl-2-((6-(4-(4-(chloromethyl)phenoxy)piperidin-1-yl)pyridin-3-yl)amino)-8-cyclopentyl-5-methylpyrido[2,3-d]pyrimidin-7(8H)-one C(C)(=O)C1=C(C2=C(N=C(N=C2)NC=2C=NC(=CC2)N2CCC(CC2)OC2=CC=C(C=C2)CCl)N(C1=O)C1CCCC1)C